Cl.CC(CC(=O)N)C 3-methylbutanamide hydrochloride